2'-(Methylthio)-2,3,5',8'-tetrahydro-6'H-spiro[phenalene-1,7'-quinazolin]-4'-yl trifluoromethanesulfonate FC(S(=O)(=O)OC1=NC(=NC=2CC3(CCC12)CCC1=CC=CC2=CC=CC3=C12)SC)(F)F